NC1=CC=CC(=N1)S(=O)(=O)NC(=O)C=1C(=NC(=CC1)C=1CCOC(C1)(C)C)OC1=C(C=C(C=C1C)C)C N-[(6-Amino-2-pyridyl)sulfonyl]-6-(6,6-dimethyl-2,3-dihydropyran-4-yl)-2-(2,4,6-trimethylphenoxy)pyridin-3-carboxamid